BrCCCC(=O)OCCCCCCCCCCC n-Undecyl 4-bromobutyrate